2-Chloro-6-(hydroxymethyl)-4,5-dimethylnicotinonitrile ClC1=C(C#N)C(=C(C(=N1)CO)C)C